N-{4-[(5R)-7-chloro-4,4-difluoro-5-hydroxy-5-(hydroxymethyl)-2,3,4,5-tetrahydro-1H-1-benzazepine-1-carbonyl]phenyl}-2',4-difluoro-[1,1'-biphenyl]-2-carboxamide ClC=1C=CC2=C([C@](C(CCN2C(=O)C2=CC=C(C=C2)NC(=O)C=2C(=CC=C(C2)F)C2=C(C=CC=C2)F)(F)F)(CO)O)C1